C(#N)CC1=C(C=NC2=C(C=CC=C12)C1=CC(=CC(=C1)Cl)Cl)C(=O)N[C@H]1CCOC2=CC=CC=C12 4-(cyanomethyl)-8-(3,5-dichlorophenyl)-N-[(4S)-3,4-dihydro-2H-chromen-4-yl]quinoline-3-carboxamide